N1(CC=CC=C1)C1=NC=CC=C1 1,2'-bipyridin